C(#N)C1=NC2=CC(=CC(=C2N=C1N1CC2C(C2C1)C(F)(F)F)[C@@H](C)NC1=C(C(=O)O)C=CC=C1)C 2-(((1R)-1-(2-cyano-7-methyl-3-(6-(trifluoromethyl)-3-azabicyclo[3.1.0]hexan-3-yl)quinoxalin-5-yl)ethyl)amino)benzoic acid